N1(CCC1)C[C@H](C)NC(=O)C1=CC(=NN1C)C1=NC(=NC=C1)NC1=CC(=CC=C1)OC N-[(2S)-1-(azetidin-1-yl)propan-2-yl]-3-{2-[(3-methoxyphenyl)amino]pyrimidin-4-yl}-1-methyl-1H-pyrazole-5-carboxamide